(R)-1-(2,5-dichlorothiophen-3-yl)ethyl (1-methyl-4-(5-nitropyridin-2-yl)-1H-1,2,3-triazol-5-yl)carbamate CN1N=NC(=C1NC(O[C@H](C)C1=C(SC(=C1)Cl)Cl)=O)C1=NC=C(C=C1)[N+](=O)[O-]